3-chloro-12-iodo-10-methyl-5,6-dihydro-1,6-naphthyridino[5,6-b]quinazolin-8-one ClC1=NC=2CCN3C(=NC4=C(C=C(C=C4C3=O)C)I)C2C=C1